ClC1=C(C=CC=C1)[C@@]1(C(CCCC1)=O)NC (2S)-2-(2-chlorophenyl)-2-(methylamino)-cyclohexanone